2-(2-chloro-3-(9-(3-chlorobenzyl)-6-(1-methylcyclopropoxy)-9H-purin-8-yl)phenoxy)-2-methylpropanoic acid ClC1=C(OC(C(=O)O)(C)C)C=CC=C1C=1N(C2=NC=NC(=C2N1)OC1(CC1)C)CC1=CC(=CC=C1)Cl